Cl.O=C1N(CC2=C(C=CC=C12)OCC1=CC=C(C=C1)C(=O)N1CCNCC1)C1C(NC(CC1)=O)=O 3-{1-OXO-4-[4-(PIPERAZINE-1-CARBONYL)-BENZYLOXY]-1,3-DIHYDRO-ISOINDOL-2-YL}-PIPERIDINE-2,6-DIONE HYDROCHLORIDE